F[P-](F)(F)(F)(F)F.N1(N=NC2=C1C=CC=C2)O[P+](N(C)C)(N(C)C)N(C)C (benzotriazole-1-yloxy)tris-(dimethylamino)phosphonium hexafluorophosphate